[2-ethyl-4-oxo-3-[[1-[2-(2H-tetrazol-5-yl)phenyl]-4-piperidyl]methyl]quinazolin-6-yl]-N-(3-pyridylmethyl)thiophene-2-carboxamide C(C)C1=NC2=CC=C(C=C2C(N1CC1CCN(CC1)C1=C(C=CC=C1)C=1N=NNN1)=O)C1=C(SC=C1)C(=O)NCC=1C=NC=CC1